N-tert-butyl-2-(2,6-diazaspiro[3.3]hept-2-yl)acetamide N6-Benzoyladenosine-5'-O-monophosphate P(=O)(O)(O)OC[C@@H]1[C@H]([C@H]([C@@H](O1)N1C=NC=2C(NC(C3=CC=CC=C3)=O)=NC=NC12)O)O.C(C)(C)(C)NC(CN1CC2(C1)CNC2)=O